3-(3-(3-Cycloprop-1-ynyl)phenoxy)-5-methyl-1H-pyrazole-4-carboxylic acid ethyl ester C(C)OC(=O)C=1C(=NNC1C)OC1=CC(=CC=C1)C1C#C1